4-(4-formylphenyl)piperidine-1-carboxylic acid tert-butyl ester C(C)(C)(C)OC(=O)N1CCC(CC1)C1=CC=C(C=C1)C=O